6-amino-2-methyl-2-heptanol NC(CCCC(C)(O)C)C